COC=1C(=CC2=C(SC=C2)C1)CCNC(OC(C)(C)C)=O tert-butyl (2-(6-methoxybenzo[b]thiophen-5-yl)ethyl)carbamate